3-(oxazol-2-yl)benzoic acid methyl ester COC(C1=CC(=CC=C1)C=1OC=CN1)=O